2-((4-(((S)-2-hydroxy-1-phenylethyl)amino)-5-(3-(quinuclidin-4-yl)-1,2,4-oxadiazol-5-yl)pyrimidin-2-yl)amino)-7,8,8-trimethyl-7,8-dihydro-1,6-naphthyridin-5(6H)-one OC[C@H](C1=CC=CC=C1)NC1=NC(=NC=C1C1=NC(=NO1)C12CCN(CC1)CC2)NC2=NC=1C(C(NC(C1C=C2)=O)C)(C)C